(S)-(2-bromopyridin-3-yl)(2-(hydroxymethyl)piperidin-1-yl)methanone BrC1=NC=CC=C1C(=O)N1[C@@H](CCCC1)CO